FC1=C(C(=CC=C1)OC)C1=CC2=C(N(N=C2C=C1)C1CN(CCC1)C(C=C)=O)NC1=CC=CC=C1 1-(3-(5-(2-fluoro-6-methoxyphenyl)-3-(phenylamino)-2H-indazol-2-yl)piperidin-1-yl)prop-2-en-1-one